(5S)-3-[[6-[3-(Difluoromethyl)-4-fluoro-phenyl]-3-methyl-pyrazin-2-yl]methyl]-5-methyl-oxazolidin-2-one FC(C=1C=C(C=CC1F)C1=CN=C(C(=N1)CN1C(O[C@H](C1)C)=O)C)F